5-methyl-4-oxo-3H,4H-furo[2,3-d]pyrimidine-6-carboxylic acid ethyl ester C(C)OC(=O)C1=C(C2=C(N=CNC2=O)O1)C